tert-butyl ((5-bromo-8-(4-(trifluoromethyl) phenoxy) quinolin-6-yl) methyl)carboxylate BrC1=C2C=CC=NC2=C(C=C1CC(=O)OC(C)(C)C)OC1=CC=C(C=C1)C(F)(F)F